5-chloro-4-[(2R)-2-methylpiperazin-1-yl]-2-(4-methylthiazol-5-yl)-1H-pyrimidin-6-one ClC1=C(N=C(NC1=O)C1=C(N=CS1)C)N1[C@@H](CNCC1)C